C1(=C(C(=CC=C1)C=O)C)C xylene-3-Formaldehyde